12-(4-methoxyphenyl)-10-methyl-12H-benzo[a]xanthene COC1=CC=C(C=C1)C1C2=CC(=CC=C2OC2=CC=C3C(=C12)C=CC=C3)C